gamma-(N,N-dimethyl)aminopropyl-methyldimethoxysilane CN(C)CCC[Si](OC)(OC)C